O=C1NC(CCC1C=1C(=NC2=CC=CC=C2C1)C)=O 3-(2,6-dioxopiperidin-3-yl)-2-methylquinoline